5-[[(4-hydroxy-2-naphthyl)thio]methyl]-1-methyl-1H-pyrazole-3-carboxylic acid methyl ester COC(=O)C1=NN(C(=C1)CSC1=CC2=CC=CC=C2C(=C1)O)C